C1(=CC=CC=C1)C(C)C=1NC=C[N+]1C 1-phenylethyl-3-methylimidazolium